tert-butyl rel-N-[(1R,3R,4R)-3-(4-chlorophenyl)-4-[isopropyl (methyl)carbamoyl]cyclopentyl]carbamate ClC1=CC=C(C=C1)[C@@H]1C[C@H](C[C@H]1C(N(C)C(C)C)=O)NC(OC(C)(C)C)=O |o1:7,9,11|